C(C)(C)(C)OC(=O)N[C@H]1[C@@H](C1)C=1C=C(SC1C)C(=O)O 4-(trans-2-((tert-butoxycarbonyl)amino)cyclopropyl)-5-methylthiophene-2-carboxylic Acid